5-fluoronaphthalen-1-amine FC1=C2C=CC=C(C2=CC=C1)N